N-hexadecanoyl-γ-aminobutyric acid C(CCCCCCCCCCCCCCC)(=O)NCCCC(=O)O